bis(furfurylsulfanyl)-(p-tolyl) phosphite P(OC1=C(C(=C(C=C1)C)SCC1=CC=CO1)SCC1=CC=CO1)([O-])[O-]